BrC=1C=C(CC=2NC3=CC=CC=C3C2CC2=C(NC3=CC=CC=C23)CC2=CC(=CC=C2)Br)C=CC1 Bis(2-(3-bromobenzyl)-1H-indol-3-yl)methane